F[P-](F)(F)(F)(F)F.CN(C)[P+](N(C)C)N(C)C tris(dimethylamino)phosphorus hexafluorophosphate